2-(4-tert-butyl-2,5-dimethyl-phenyl)-5-(1,5-dimethylimidazol-2-yl)-1H-1,6-naphthyridin-4-one C(C)(C)(C)C1=CC(=C(C=C1C)C=1NC2=CC=NC(=C2C(C1)=O)C=1N(C(=CN1)C)C)C